CC=1C=C(C=C(C1OC=1C=C2CCNC(C2=CC1)=O)C)N1N=C(C(NC1=O)=O)C#N (3,5-dimethyl-4-((1-oxo-1,2,3,4-tetrahydroisoquinolin-6-yl)oxy)phenyl)-3,5-dioxo-2,3,4,5-tetrahydro-1,2,4-triazine-6-carbonitrile